O1CC(C1)N1C=NC=C1 1-(oxetan-3-yl)-1H-imidazol